1-methylhexahydro-1,3,5-triazine CN1CNCNC1